1-(6-(3-hydroxypropyl)-1-methyl-1H-indazol-3-yl)dihydropyrimidine-2,4(1H,3H)-dione OCCCC1=CC=C2C(=NN(C2=C1)C)N1C(NC(CC1)=O)=O